Cl.N1(CCNCC1)C[C@H](C)NC1=NC=NC2=C(C=CC=C12)OC(N(C)C)=O N,N-dimethylcarbamic acid [4-[[(2S)-1-piperazin-1-ylpropan-2-yl] amino] quinazolin-8-yl] ester hydrochloride